BrC=1C=C2C(=NC=NC2=CC1OC)Cl 6-bromo-4-chloro-7-methoxyquinazoline